C(C)(C)(C)OC(=O)N1CCC(CC1)C1=CC(=CC=C1)C(=O)O 4-(3-carboxyphenyl)piperidine-1-carboxylic acid tert-butyl ester